1-(7-(2-amino-3-cyano-7-fluorobenzo[b]thiophen-4-yl)-6-chloro-8-fluoro-2-(((2R,7aS)-2-fluorotetrahydro-1H-pyrrolizin-7a(5H)-yl)methoxy)quinazolin-4-yl)azepane-4-carboxylic acid NC1=C(C2=C(S1)C(=CC=C2C2=C(C=C1C(=NC(=NC1=C2F)OC[C@]21CCCN1C[C@@H](C2)F)N2CCC(CCC2)C(=O)O)Cl)F)C#N